3-chloro-5-methylphenyl-boric acid ClC=1C=C(C=C(C1)C)OB(O)O